IC1=CC=C(C(=O)NCC#C)C=C1 4-Iodo-N-prop-2-ynyl-benzamide